Hydroxy-Lysin ON[C@@H](CCCCN)C(=O)O